(S)-2-methyl-5-((2-methylbenzyl)oxy)-N-(pyrrolidin-3-yl)benzofuran-3-carboxamide CC=1OC2=C(C1C(=O)N[C@@H]1CNCC1)C=C(C=C2)OCC2=C(C=CC=C2)C